3-isopropyl-1-(4-(trifluoromethyl)benzyl)urea C(C)(C)NC(NCC1=CC=C(C=C1)C(F)(F)F)=O